FC(OC1=CC(=NN1)NC1=CN=CC(=N1)[C@@H]1C[C@@H](CC1)O)F (1R,3S)-3-(6-((5-(difluoromethoxy)-1H-pyrazol-3-yl)amino)pyrazin-2-yl)cyclopentan-1-ol